N,N'-bis(bromophenyl)terephthalamide BrC1=C(C=CC=C1)NC(C1=CC=C(C(=O)NC2=C(C=CC=C2)Br)C=C1)=O